C(C1=CC=CC=C1)N1CC=2C(N(C=3N(C2CC1)CCN3)CC3=C(C=C(C=C3)F)F)=O 7-Benzyl-4-(2,4-difluorobenzyl)-1,2,6,7,8,9-hexahydroimidazo[1,2-a]pyrido[3,4-e]pyrimidin-5(4H)-one